BrC=1C(=NN2C1N=CC=C2C(=O)O)CO 3-bromo-2-(hydroxymethyl)pyrazolo[1,5-a]pyrimidine-7-carboxylic acid